[Cl-].[Cl-].C(CCC)C1(C=C(C=C1)C)[Zr+2]C1(C=C(C=C1)C)CCCC bis(1-butyl-3-methylcyclopentadienyl)zirconium dichloride